CN1N=C(C2=CC=C(C=C12)C(=O)OC)C(F)(F)F methyl 1-methyl-3-(trifluoromethyl)indazole-6-carboxylate